N(=[N+]=[N-])CCCCC[C@H]1SSCC1 (R)-3-(5-azidopentan-1-yl)-1,2-dithiolane